CCCCC/C=C\C/C=C\C/C=C\CCCCC(=O)OC[C@H](COP(=O)(O)OC[C@H](CO)O)OC(=O)CCCC/C=C\C/C=C\C/C=C\C/C=C\CC 1-(6Z,9Z,12Z-octadecatrienoyl)-2-(6Z,9Z,12Z,15Z-octadecatetraenoyl)-glycero-3-phospho-(1'-sn-glycerol)